N-(4-((1,1-dioxido-3,4-dihydro-2H-thiopyrano[2,3-b]pyridin-7-yl)amino)-5-(1-methyl-1H-pyrazol-3-yl)pyridin-2-yl)acetamide O=S1(CCCC=2C1=NC(=CC2)NC2=CC(=NC=C2C2=NN(C=C2)C)NC(C)=O)=O